FC=1C=C2C(=CNC(C2=CC1F)=O)[C@@H](C)N(C(=O)NC1=CC=C(C=C1)F)CC(C)C |r| Racemic-1-(1-(6,7-difluoro-1-oxo-1,2-dihydroisoquinolin-4-yl)ethyl)-3-(4-fluorophenyl)-1-isobutylurea